1-dodecyloxy-2,5-diaminobenzene C(CCCCCCCCCCC)OC1=C(C=CC(=C1)N)N